2-(2-((1S*,2S*)-2-Carbamoylcyclopropyl)-1-(4-(4-((methoxycarbonyl)amino)phenyl)-1H-pyrazol-1-yl)ethyl)-5-(3-chloro-2,6-difluorophenyl)pyridine 1-oxide C(N)(=O)[C@@H]1[C@@H](C1)CC(N1N=CC(=C1)C1=CC=C(C=C1)NC(=O)OC)C1=[N+](C=C(C=C1)C1=C(C(=CC=C1F)Cl)F)[O-] |o1:3,4|